2-Bromo-4-(3,5-dimethoxyphenyl)-1,3-diaminobenzene BrC1=C(C=CC(=C1N)C1=CC(=CC(=C1)OC)OC)N